(6-(4-((4-(1H-pyrazol-4-yl)phenyl)amino)-6,7-dihydro-5H-pyrrolo[3,4-d]pyrimidin-2-yl)-1-(methoxymethyl)-1H-indol-2-yl)(3,3-difluoroazetidin-1-yl)methanone N1N=CC(=C1)C1=CC=C(C=C1)NC=1C2=C(N=C(N1)C1=CC=C3C=C(N(C3=C1)COC)C(=O)N1CC(C1)(F)F)CNC2